2-(3-((R)-1-(((S)-4-(((9H-fluoren-9-yl)methoxy)carbonyl)-1-(4-(acryloyloxy)-3,3-dimethyl-2-oxobutanoyl)piperazine-2-carbonyl)oxy)-3-(3,4-dimethoxyphenyl)propyl)phenoxy)acetic acid C1=CC=CC=2C3=CC=CC=C3C(C12)COC(=O)N1C[C@H](N(CC1)C(C(C(COC(C=C)=O)(C)C)=O)=O)C(=O)O[C@H](CCC1=CC(=C(C=C1)OC)OC)C=1C=C(OCC(=O)O)C=CC1